7-((4,4-bis(((Z)-oct-5-en-1-yl)oxy)butanoyl)oxy)-4-(((3-(ethyl(methyl)amino)propoxy)carbonyl)oxy)heptyl (9Z,12Z)-octadeca-9,12-dienoate C(CCCCCCC\C=C/C\C=C/CCCCC)(=O)OCCCC(CCCOC(CCC(OCCCC\C=C/CC)OCCCC\C=C/CC)=O)OC(=O)OCCCN(C)CC